1-(3-(difluoromethoxy)phenyl)-3-(1-hydroxyethyl)-N-((S)-3-methyl-1,1-dioxidotetrahydrothiophen-3-yl)-1H-indazole-5-carboxamide FC(OC=1C=C(C=CC1)N1N=C(C2=CC(=CC=C12)C(=O)N[C@@]1(CS(CC1)(=O)=O)C)C(C)O)F